N1C(C=CC2=CC=NC=C12)=O 1,7-naphthyridin-2-one